C1CCC2=C(C=3CCCC3C=C12)NC(=O)N=S(=O)(N)C=1SC(=CC1)[C@H]1NCCC1 N'-((1,2,3,5,6,7-hexahydro-s-indacen-4-yl)carbamoyl)-5-((S)-pyrrolidin-2-yl)thiophene-2-sulfonimidamide